CP(=O)(C)C1=NC=C(C(=O)[O-])C=C1 6-(dimethylphosphoryl)nicotinate